C(C1=CC=CC=C1)[C@@H]1OCCN(C1)C1=NC=C2C(=N1)N(N=C2C=2C(=C(C(=C(C2)C(F)(F)F)F)O)F)C (S)-3-(6-(2-Benzylmorpholino)-1-methyl-1H-pyrazolo[3,4-d]pyrimidin-3-yl)-2,6-difluoro-5-(trifluoromethyl)phenol